cyano-1-(4-methoxyphenyl)-7-oxo-6-(2'-oxo-[1,1'-bipiperidin]-4-yl)-4,5,6,7-tetrahydro-1H-pyrazolo[3,4-c]pyridine-3-carboximidamide C(#N)C1C2=C(C(N(C1)C1CCN(CC1)N1C(CCCC1)=O)=O)N(N=C2C(N)=N)C2=CC=C(C=C2)OC